FC=1C=C2C(C=CN3C2=C(C1F)SCC3)=O 9,10-difluoro-2,3-dihydro-7H-[1,4]thiazino[2,3,4-ij]quinolin-7-one